5-(((4-(4-acryloyl-2-methylpiperazin-1-yl)-7-(3-hydroxynaphthalen-1-yl)-5,6,7,8-tetrahydroquinazolin-2-yl)oxy)methyl)pyrrolidin-2-one C(C=C)(=O)N1CC(N(CC1)C1=NC(=NC=2CC(CCC12)C1=CC(=CC2=CC=CC=C12)O)OCC1CCC(N1)=O)C